CC=1C(=NNC1N1C(C2=CC=CC=C2C1=O)=O)C=1C=NC(=CC1)C(F)(F)F 2-{4-methyl-3-[6-(trifluoromethyl)pyridin-3-yl]-1H-pyrazol-5-yl}-1H-isoindole-1,3(2H)-dione